C(C)(=O)OC=1C=CC=2C3(C4=CC=C(C=C4OC2C1)OC(C)=O)OC(C1=CC=CC=C13)=O 3',6'-diacetoxy-3-oxo-3H-spiro[isobenzofuran-1,9'-xanthene]